FC1=C(C(=O)N2CCN(CC2)C(CN2CCC(CC2)OC2CCN(CC2)C(=O)OC2CCCCC2)=O)C=C(C=C1)CC1=NNC(C2=CC=CC=C12)=O cyclohexyl 4-[[1-[2-[4-[2-fluoro-5-[(4-oxo-3H-phthalazin-1-yl)methyl]benzoyl]piperazin-1-yl]-2-oxo-ethyl]-4-piperidyl]oxy]piperidine-1-carboxylate